5-(2-hydroxyethyl)-2-methoxybenzoic acid OCCC=1C=CC(=C(C(=O)O)C1)OC